C1(=CC=CC=C1)P(C1=C(C=CC=C1)OC)C1=CC=CC=C1 2-(Diphenylphosphino)anisole